C1(CC1)C1=NC=2N(C=C1OC)N=CC2C2=C(C=C(C(=N2)N[C@H]2CN(CC[C@@H]2F)C(=O)OC(C)(C)C)F)F tert-butyl (3S,4S)-3-[[6-(5-cyclopropyl-6-methoxy-pyrazolo[1,5-a]pyrimidin-3-yl)-3,5-difluoro-2-pyridyl]amino]-4-fluoro-piperidine-1-carboxylate